3-(3-methyl-3-((tetrahydro-2H-pyran-2-yl)oxy)but-1-yn-1-yl)phenylmethanol CC(C#CC=1C=C(C=CC1)CO)(C)OC1OCCCC1